BrC1=CC(=C(S1)CC(C)(C)O)C#N 5-bromo-2-(2-hydroxy-2-methylpropyl)thiophene-3-carbonitrile